C(CCC)OC(C)=O ethanoic acid n-butyl ester